tert-butyl 4-cyano-4-(3-cyclopropylbenzyl)piperidine-1-carboxylate C(#N)C1(CCN(CC1)C(=O)OC(C)(C)C)CC1=CC(=CC=C1)C1CC1